FC=1C=CC(=NC1OC)N1CCN(CC1)C(=O)OC(C)(C)C 1-Tert-butyl 4-(5-fluoro-6-methoxypyridin-2-yl)piperazine-1-carboxylate